(4Z,11Z)-Pentadeca-4,11-dien-8-ol CCC\C=C/CCC(CC\C=C/CCC)O